Cl.Cl.C1(CC1)C=1C=NC(=NC1)NC(=O)[C@@H]1NCCCC1 (2R)-N-(5-cyclopropylpyrimidin-2-yl)piperidine-2-carboxamide dihydrochloride